4-((1R,5S,8r)-3-Azabicyclo[3.2.1]octane-8-yl)-5,6-difluoro-1-oxoisoindoline [C@@H]12CNC[C@@H](CC1)C2C2=C1CNC(C1=CC(=C2F)F)=O